CC(C=1C(N=C=O)=CC(N=C=O)=CC1)(C)C trimethyltoluene diisocyanate